C(CCCCCCCCCCCCC)N1C=[N+](C=C1)CCCC 1-(1-tetradecyl)-3-butylimidazolium